2-(4-acetyl-1,4-diazepan-1-yl)-5-chloro-N-(4-fluoro-3-(methylthio)phenyl)-4-(trifluoromethyl)benzamide C(C)(=O)N1CCN(CCC1)C1=C(C(=O)NC2=CC(=C(C=C2)F)SC)C=C(C(=C1)C(F)(F)F)Cl